(3S,4S)-8-(8-bromo-7-chloroimidazo[1,2-c]pyrimidin-5-yl)-3-methyl-2-oxa-8-azaspiro[4.5]decan-4-amine BrC=1C=2N(C(=NC1Cl)N1CCC3([C@@H]([C@@H](OC3)C)N)CC1)C=CN2